C(CCC)OC(CCCCC(=O)[O-])=O butyl-adipate